(2-(4-((tert-butoxycarbonyl)amino)phenyl)-5-methylthiazole-4-carbonyl)serine methyl ester COC([C@@H](NC(=O)C=1N=C(SC1C)C1=CC=C(C=C1)NC(=O)OC(C)(C)C)CO)=O